CC1=NN2C(=NC(=CC2=N1)N)C=1OC(=CC1)C 2-Methyl-5-(5-methylfuran-2-yl)-[1,2,4]triazolo[1,5-c]pyrimidin-7-amine